ClC1=NC=C(C(=C1)N1C(C(=C(C=C1C)O)Cl)=O)OC 2',3-dichloro-4-hydroxy-5'-methoxy-6-methyl-2H-[1,4'-bipyridine]-2-one